O=C1NC(CCC1N1C(C2=CC=CC(=C2C1=O)SCCC(=O)N1CCN(CC1)C1=NC=C(C(=O)N2CCC(CC2)CCCCNC(\C=C\C=2C=NC=CC2)=O)C=C1)=O)=O (E)-N-(4-(1-(6-(4-(3-((2-(2,6-dioxopiperidin-3-yl)-1,3-dioxoisoindolin-4-yl)thio)propanoyl)piperazin-1-yl)nicotinoyl)piperidin-4-yl)butyl)-3-(pyridin-3-yl)acrylamide